ClC=1C=C2C(=C(C(NC2=CC1)=O)C1=NN(C(C1)C1=CC=C(C=C1)OC)C(CC)=O)C 6-chloro-3-(5-(4-methoxyphenyl)-1-propionyl-4,5-dihydro-1H-pyrazol-3-yl)-4-methylquinolin-2(1H)-one